C(C)OC1=C(C(=O)NC=2C(=NN(C2C(=O)N)C)CCC)C=C(C=C1)S(=O)(=O)N1C[C@H](N[C@H](C1)C)C 4-[2-ethoxy-5-(cis-3,5-dimethylpiperazine-1-sulfonyl)benzamido]-1-methyl-3-n-propyl-pyrazole-5-formamide